tert-Butyl 4-[1-(4-{[2-amino-4-(pentylamino)-5H-pyrrolo[3,2-d]pyrimidin-5-yl]methyl}-3-methoxyphenyl)-2,5,8,11-tetraoxatridecan-13-yl]piperazine-1-carboxylate NC=1N=C(C2=C(N1)C=CN2CC2=C(C=C(C=C2)COCCOCCOCCOCCN2CCN(CC2)C(=O)OC(C)(C)C)OC)NCCCCC